C(#N)C=1C=NN2C1C(=CC(=C2)C=2C=NN(C2)C)C=2C=NC(=CC2)F 3-Cyano-4-(6-fluoro-pyridin-3-yl)-6-(1-methyl-1H-pyrazol-4-yl)pyrazolo[1,5-a]pyridine